CC1=CC(=CC=2NC=NC21)C(=O)[O-] 4-methyl-1H-benzo[d]imidazole-6-carboxylate